(S)-4-(7-bromo-2,6,8-trifluoroquinazolin-4-yl)-6-methyl-1,4-oxazepan-6-ol BrC1=C(C=C2C(=NC(=NC2=C1F)F)N1CCOC[C@](C1)(O)C)F